N-(3-cyano-6-(cyclohexylmethyl)-4,5,6,7-tetrahydrothieno[2,3-c]pyridin-2-yl)-2-(4-sulfamoylphenyl)acetamide C(#N)C1=C(SC=2CN(CCC21)CC2CCCCC2)NC(CC2=CC=C(C=C2)S(N)(=O)=O)=O